NC1=C(C=C(C(=O)O)C=C1)C(=O)O p-aminoisophthalic acid